COC1=C(C=CC=C1)C=1C=C2C=C(C(OC2=C(C1)[N+](=O)[O-])=O)C#N 6-(2-methoxyphenyl)-8-nitro-2-oxo-2H-chromen-3-carbonitrile